1-hexadecanoyl-2-(6Z,9Z,12Z,15Z-octadecatetraenoyl)-glycero-3-phosphoserine CCCCCCCCCCCCCCCC(=O)OC[C@H](COP(=O)(O)OC[C@@H](C(=O)O)N)OC(=O)CCCC/C=C\C/C=C\C/C=C\C/C=C\CC